C(C)(C)(C)OC(=O)NC(C(=O)OC)CC1C(NC2(C1)CCCC2)=O Methyl 2-((tert-butoxycarbonyl)amino)-3-(2-oxo-1-azaspiro[4.4]nonan-3-yl)propanoate